ClC1=C2CCN(CC2=C(C(=C1O)O)Cl)C(COC=1C=NC(=CC1)C(F)(F)F)=O (5,8-dichloro-6,7-dihydroxy-3,4-dihydroisoquinolin-2(1H)-yl)-2-(6-(trifluoromethyl)pyridin-3-yloxy)ethanone